(S)-5-fluoro-3-((R)-5-isopropyl-3-(isoquinolin-1-yl)-4,5-dihydroisoOxazole-5-carboxamido)-4-oxopentanoic acid isoamyl ester C(CC(C)C)OC(C[C@@H](C(CF)=O)NC(=O)[C@@]1(CC(=NO1)C1=NC=CC2=CC=CC=C12)C(C)C)=O